FC1=CC(=CC2=C1N(N=N2)C)O 7-fluoro-1-methyl-1H-benzo[d][1,2,3]triazol-5-ol